C(C)(C)(C)OC(=O)N1CC(C1)CN1C(=NC2=C1C=C(C=C2)C(=O)OC(C)(C)C)CCl tert-Butyl 1-((1-(tert-butoxycarbonyl)azetidin-3-yl)methyl)-2-(chloromethyl)-1H-benzo[d]imidazole-6-carboxylate